3-cyclopropyl-N,N-dimethylpyrrolidin-3-amine C1(CC1)C1(CNCC1)N(C)C